4-(5-(3-Chlorophenyl)thiazol-2-yl)benzaldehyde ClC=1C=C(C=CC1)C1=CN=C(S1)C1=CC=C(C=O)C=C1